CC1CC(CCC1)C 1,3-bis(methyl)cyclohexane